O=C1NC(CCC1N1C(C2=CC=CC(=C2C1)SCCN1CCN(CC1)C1=CC=C(N=N1)C(=O)N1CCC(CC1)CCCCNC(\C=C\C=1C=NC=CC1)=O)=O)=O (E)-N-(4-(1-(6-(4-(2-((2-(2,6-dioxopiperidin-3-yl)-1-oxoisoindolin-4-yl)thio)ethyl)piperazin-1-yl)pyridazine-3-carbonyl)piperidin-4-yl)butyl)-3-(pyridin-3-yl)acrylamide